C(C1=CC=CC=C1)(=O)O[C@@H]1NCC[C@@H](C1)N1N=CC=C1 (2S,4S)-(4-(1H-pyrazol-1-yl) piperidin-2-yl) benzoate